(1R,3S,5S)-1-(1-ethoxyethyl)-N-(3-(5-fluoropyrimidin-2-yl)-4-methylphenyl)-3-methyl-6-azabicyclo[3.1.1]heptane-6-carboxamide C(C)OC(C)[C@]12C[C@H](C[C@H](N1C(=O)NC1=CC(=C(C=C1)C)C1=NC=C(C=N1)F)C2)C